FC=1C=CC(=NC1)C(=O)NCC1=CC=C(C=C1)NC(OCC1=CC=C(C=C1)Cl)=O 4-chlorobenzyl (4-((5-fluoropicolinamido)meth-yl)phenyl)carbamate